OC1=C(OC2=CC=CC=C2C1=O)C1=C(C=CC=C1)OC 3-hydroxy-2-(2-methoxyphenyl)-4H-chromen-4-one